Tert-butyl (R)-4-(3-fluoropyridin-4-yl)-2-methylpiperazine-1-carboxylate FC=1C=NC=CC1N1C[C@H](N(CC1)C(=O)OC(C)(C)C)C